C(CC)(=O)OCC(COC(CC)=O)(COC(CC)=O)COC(CC)=O Pentaerythritol tetrapropionate